5-((4-(4-methylthiazol-5-yl)benzyl)carbamoyl)pyrrolidin-3-yl (2,5-dioxopyrrolidin-1-yl) succinate C(CCC(=O)ON1C(CCC1=O)=O)(=O)OC1CNC(C1)C(NCC1=CC=C(C=C1)C1=C(N=CS1)C)=O